C(=O)(OC(C)(C)C)NC(=O)N N-Bocurea